(3-(1-(4-amino-3-methyl-1H-pyrazolo[3,4-d]pyrimidin-1-yl)ethyl)-6-chloro-1H-indazol-1-yl)benzamide NC1=C2C(=NC=N1)N(N=C2C)C(C)C2=NN(C1=CC(=CC=C21)Cl)C2=C(C(=O)N)C=CC=C2